FC=1C=CC(=NC1)C=1C=CC2=C(C3=C(C(N(C2)C)=O)N=C(C=C3)OC)C1 10-(5-Fluoro-pyridin-2-yl)-3-methoxy-6-methyl-6,7-dihydro-4,6-diaza-dibenzo[a,c]cyclohepten-5-one